2-(1-methyl-1H-pyrrol-4-yl)-5,6-dihydroxybenzofuran CN1C=CC(=C1)C=1OC2=C(C1)C=C(C(=C2)O)O